CN(C(CCCCC)CCCCCCCCCC=CCC=CCCCCC)C N,N-dimethylpentacosan-16,19-dien-6-amine